(E)-N-(1-Cyanocyclopropyl)-9-(5-(difluoromethyl)-1,3,4-thiadiazol-2-yl)-4-(3-morpholinoprop-1-en-1-yl)-9H-pyrimido[4,5-b]indole-7-sulfonamide C(#N)C1(CC1)NS(=O)(=O)C1=CC=C2C3=C(N(C2=C1)C=1SC(=NN1)C(F)F)N=CN=C3\C=C\CN3CCOCC3